ClC=1C=C(OC2C(C(C2(C)C)NC(C2=CN=C(C=C2)N2CCN(CC2)CC=2N=NC(=CC2)N2C(NC(CC2)=O)=O)=O)(C)C)C=CC1C#N N-((1r,3r)-3-(3-chloro-4-cyanophenoxy)-2,2,4,4-tetramethylcyclobutyl)-6-(4-((6-(2,4-dioxotetrahydropyrimidin-1(2H)-yl)pyridazin-3-yl)methyl)piperazin-1-yl)nicotinamide